benzo[d][1,3]thiazolin-2-amine S1C(=NC2=C1C=CC=C2)N